[N+](=O)([O-])COC=1C(=CC=CC1)OC mononitroveratrole